ClC=1C=C(C=2N(N1)C=C(N2)C)CC 6-chloro-8-ethyl-2-methyl-imidazo[1,2-b]Pyridazine